FC1(OC2=C(O1)C=CC=C2C(=O)O)F 2,2-difluoro-benzodioxole-4-carboxylic acid